FC1=CC=C(C=C1)C(CC1=CC=CC=C1)=O 4'-Fluoro-2-phenylacetophenone